(R)-2-(7-(1-methylpiperidin-3-yl)-4-(trifluoromethyl)-7H-pyrrolo[2,3-c]pyridazin-3-yl)-5-(trifluoromethyl)phenol CN1C[C@@H](CCC1)N1C=CC2=C1N=NC(=C2C(F)(F)F)C2=C(C=C(C=C2)C(F)(F)F)O